O=C1NC=C2C=C(C=CC2=C1)C(=O)OC methyl 3-oxo-2H-isoquinoline-7-carboxylate